(3S,4S)-3,4-hexanediol CC[C@@H]([C@H](CC)O)O